ClC=1C=2CCCC2C(=C2CCCC12)NC(=O)N=[S@](=O)(N)C1=CN=C(S1)C(C)(C)O |o1:17| (R) or (S)-N'-((8-chloro-1,2,3,5,6,7-hexahydro-s-indacen-4-yl)carbamoyl)-2-(2-hydroxypropan-2-yl)thiazole-5-sulfonimidamide